potassium permanganate chromium [Cr+3].[Mn](=O)(=O)(=O)[O-].[K+].[Mn](=O)(=O)(=O)[O-].[Mn](=O)(=O)(=O)[O-].[Mn](=O)(=O)(=O)[O-]